P1(=O)(OC2=C(C=C(C=C2C(C)(C)C)C(C)(C)C)CC2=C(C(=CC(=C2)C(C)(C)C)C(C)(C)C)O1)[O-].[Li+] lithium 2,2'-methylenebis-(4,6-di-t-butylphenyl) phosphate